aminomethylcyclobutylamine NCNC1CCC1